tetramethylcyclopentadienyltrifluoromethanesulfonic acid ruthenium (II) [Ru+2].CC1=C(C(=C(C1OS(=O)(=O)C(F)(F)F)C)C)C